BrC1=CC=CC2=C1C(=CO2)C(=O)N[C@@H]2CCO[C@]21O[C@@H]([C@@H]([C@@H]([C@H]1O)N1N=NC(=C1)C1=CC(=C(C(=C1)F)F)F)O)CO 4-bromo-N-((4r,5s,7r,8r,9s,10r)-8,10-dihydroxy-7-(hydroxymethyl)-9-(4-(3,4,5-trifluorophenyl)-1H-1,2,3-triazol-1-yl)-1,6-dioxaspiro[4.5]dec-4-yl)benzofuran-3-carboxamide